4-methylpyridine nitrogen [N].CC1=CC=NC=C1